NC(COC1=C(C=C(C=N1)C1=CC(=NC=C1)NC(OCC(=O)OC(C)(C)C)=O)C#N)(CC(C)C)C Boc-(S)-methyl (6-((2-amino-2,4-dimethylpentyl)oxy)-5-cyano-[3,4'-bipyridin]-2'-yl)carbamate